OC(C[N+](C)(C)C)CC([O-])=S Thiocarnitin